ethyl 3-(4-(((tert-butoxycarbonyl) amino) methyl)-4-cyanopiperidin-1-yl)-6-((2,3-dichlorophenyl) thio)-5-methylpyrazine-2-carboxylate C(C)(C)(C)OC(=O)NCC1(CCN(CC1)C=1C(=NC(=C(N1)C)SC1=C(C(=CC=C1)Cl)Cl)C(=O)OCC)C#N